BrC=1C2=C(N(C(CC1C=O)=O)CC1=CC(=C(C=C1)C)F)C=C(C=C2)F 5-bromo-8-fluoro-1-(3-fluoro-4-methylbenzyl)-2-oxo-2,3-dihydro-1H-benzo[b]azepine-4-carbaldehyde